tert-Butyl-(S,E)-7-((2,4-difluorobenzyl)oxy)-5-fluoro-2-((3-(2-((methoxycarbonyl)amino)-7-oxo-7-(pyrrolidin-1-yl)hept-5-enamido)-2-oxopyridin-1(2H)-yl)methyl)-1H-indol-1-carboxylat C(C)(C)(C)OC(=O)N1C(=CC2=CC(=CC(=C12)OCC1=C(C=C(C=C1)F)F)F)CN1C(C(=CC=C1)NC([C@H](CC\C=C\C(N1CCCC1)=O)NC(=O)OC)=O)=O